phosphonane borate B(O)(O)O.P1CCCCCCCC1